C=CCCC1=CC=CC=C1 3-butenylbenzene